C(C)(C)(C)OC(=O)N1C2C[C@]3(CN(C(C3)=O)C3=NC=C(C=C3)C(F)(F)F)C(C1)CC2.C(C2CO2)OC2=CC1=CC(=CC=C1C=C2)OCC2CO2 2,7-bis(glycidoxy)naphthalene tert-butyl-(2R)-5'-oxo-1'-(5-(trifluoromethyl)pyridin-2-yl)-5-azaspiro[bicyclo[2.2.2]octane-2,3'-pyrrolidine]-5-carboxylate